2-[[3-amino-1-(3-thienyl)propyl]amino]-6-(5,6-dimethoxybenzimidazol-1-yl)pyridine-3-carboxamide NCCC(C1=CSC=C1)NC1=NC(=CC=C1C(=O)N)N1C=NC2=C1C=C(C(=C2)OC)OC